Tert-butyl-5-(8-(7-acetyl-3-(tetrahydro-2H-pyran-4-yl)-5,6,7,8-tetrahydroimidazo[1,5-a]pyrazin-1-yl)-7-fluoroisoquinolin-3-yl)-N-methylpyridineamide C(C)(C)(C)C=1C(=NC=C(C1)C=1N=CC2=C(C(=CC=C2C1)F)C=1N=C(N2C1CN(CC2)C(C)=O)C2CCOCC2)C(=O)NC